ethyl-(trimethyl-ammonium) C(C)[N+](C)(C)C